C(C)(C)N1N=C2C(=NN(C(C2=C1)=O)C1(CC1)C(=O)NC1=NC=CC=N1)C(C)C (2,7-diisopropyl-4-oxo-2,4-dihydro-5H-pyrazolo[3,4-d]pyridazin-5-yl)-N-(pyrimidin-2-yl)cyclopropane-1-carboxamide